2-amino-β-D-glucose N[C@@]1([C@H](O)O[C@@H]([C@H]([C@@H]1O)O)CO)O